COC=1C=C(CN(C2=CC(=NC=C2)CN2C(CNCC2)=O)CC2=CC=C3C=CC=NC3=C2)C=CC1 1-((4-((3-methoxybenzyl)(quinolin-7-ylmethyl)amino)pyridin-2-yl)methyl)piperazin-2-one